bicyclo[4.4.0]decyl-(decahydronaphthalene) C12(CCCCC2CCCC1)C1CCCC2CCCCC12